C(C)(C)(C)OC(=O)N1[C@@H](C[C@@H](C1)NC1=NC(=CC(=C1)C)C1=CC(=CC=2N=CN(C21)CC(CNC)OC)F)C(=O)O (2S,4S)-1-tert-butoxycarbonyl-4-[[6-[6-fluoro-3-[2-methoxy-3-(methylamino)propyl]benzimidazol-4-yl]-4-methyl-2-pyridyl]amino]pyrrolidine-2-carboxylic acid